tris(3-methylphenyl-(phenyl)amino)triphenylamine CC=1C=C(C=CC1)N(C1=CC=CC=C1)C1=C(C(=C(C=C1)N(C1=CC=CC=C1)C1=CC=CC=C1)N(C1=CC(=CC=C1)C)C1=CC=CC=C1)N(C1=CC(=CC=C1)C)C1=CC=CC=C1